CC(C(C)(O)C=1C=C(C=CC1)C)C#CCCCCCC 3-Methyl-2-m-tolylundec-4-yn-2-ol